((1-aminoisoquinolin-6-yl)methyl)-5,6-dichloronicotinamide NC1=NC=CC2=CC(=CC=C12)CC1=C(C(=O)N)C=C(C(=N1)Cl)Cl